C(CCCCC)C(C(=O)OCCCCCOC(C(CC(=O)OCCCCCOC(C(CCCCCCCC)CCCCCC)=O)OC(CCN(C)C)=O)=O)CCCCCCCC.C[C@@]1(CNCC1)NC(=O)OC(C)(C)C 2-methylpropan-2-yl {[(3R)-3-methyltetrahydro-1H-pyrrol-3-yl] amino}carboxylate Bis(5-((2-hexyldecanoyl)oxy)pentyl)2-((3-(dimethylamino)propanoyl)-oxy)succinate